1-(5-bromo-2-hydroxymethylphenyl)-3-(3-methoxyphenyl)urea BrC=1C=CC(=C(C1)NC(=O)NC1=CC(=CC=C1)OC)CO